1,3-bis(6-aminohexyl)1,1,3,3-tetramethyldisiloxane NCCCCCC[Si](O[Si](C)(C)CCCCCCN)(C)C